methyl 2-((2-(((tert-butoxycarbonyl)(2-(6-methoxy-3-nitropyridin-2-yl)ethyl)amino)methyl)-4-fluorophenyl)amino)-5-chloronicotinate C(C)(C)(C)OC(=O)N(CCC1=NC(=CC=C1[N+](=O)[O-])OC)CC1=C(C=CC(=C1)F)NC1=C(C(=O)OC)C=C(C=N1)Cl